C1=CC(=CC=2OC3=C(C21)C=CC=C3)N(C(C(C)O)=O)C(C(=O)N[C@@H](C)C3=CC=C(C=C3)F)C=3C=NC=CC3 N-(dibenzo[b,d]furan-3-yl)-N-(2-(((S)-1-(4-fluorophenyl)ethyl)amino)-2-oxo-1-(pyridin-3-yl)ethyl)-2-hydroxypropionamide